5,10-methylene-(6R)-tetrahydrofolate C1N2C=3C(NC(=NC3NC[C@@H]2CN1C1=CC=C(C(N[C@@H](CCC(=O)[O-])C(=O)O)=O)C=C1)N)=O